ClC=1C=C(C=CC1)C(C(C1=CC=CC=C1)OC(N[C@H](C(=O)N[C@H](CO)C[C@H]1C(NCC1)=O)CC1CCCC1)=O)(F)F ((S)-3-cyclopentyl-1-(((S)-1-hydroxy-3-((S)-2-oxopyrrolidin-3-yl)propan-2-yl)amino)-1-oxopropan-2-yl)carbamic acid 2-(3-chlorophenyl)-2,2-difluoro-1-phenylethyl ester